N1=C(C=NC=C1)C=1C(=NC=CC1)N1CCN(CC1)[C@H]1CC2(CNC2)CC1 (6R)-6-[4-(3-pyrazin-2-yl-2-pyridyl)piperazin-1-yl]-2-azaspiro-[3.4]octane